7-butyl-5-[(4-carbamoylphenyl)methyl]-5H,6H,7H,8H,9H,10H-cyclohepta[b]indole-4-carboxylic acid C(CCC)C1CCCC2=C(N(C3=C(C=CC=C23)C(=O)O)CC2=CC=C(C=C2)C(N)=O)C1